BrC1=CC(=C2C(=NN(C2=C1)C(=O)OC(C)(C)C)OC1=CC2=CN(N=C2C(=C1)F)C)Cl tert-butyl 6-bromo-4-chloro-3-[(7-fluoro-2-methylindazol-5-yl)oxy]indazole-1-carboxylate